ClC=1N=C(C=2C(N1)=C(NN2)C(C)C)NCC2=C(C=CC=C2)C=2N(N=CC2)C 5-chloro-3-isopropyl-N-{[2-(2-methylpyrazol-3-yl)phenyl]methyl}-2H-pyrazolo[4,3-d]pyrimidin-7-amine